ethyl 4-oxopiperidine-1-carboxylate O=C1CCN(CC1)C(=O)OCC